ClC1=NNC(C(=C1)[C@H](CC(F)F)N1N=C(C(=C1)NC(=O)[C@H](C(C1CC1)C1CC1)NC(=O)C1=NON=C1C)F)=O |&1:7| N-[(1S)-1-[[1-[(1SR)-1-(3-chloro-6-oxo-1H-pyridazin-5-yl)-3,3-difluoro-propyl]-3-fluoro-pyrazol-4-yl]carbamoyl]-2,2-dicyclopropyl-ethyl]-4-methyl-1,2,5-oxadiazole-3-carboxamide